N-(3-chloro-4-methylphenyl)-2-(dimethylamino)-6-({[2-(trifluoromethyl)phenyl]carbonyl}amino)-1H-benzoimidazole-4-carboxamide ClC=1C=C(C=CC1C)NC(=O)C1=CC(=CC=2NC(=NC21)N(C)C)NC(=O)C2=C(C=CC=C2)C(F)(F)F